tert-butyl (2-(4-(2-bromo-5-isobutylthiazol-4-yl)-2-chlorophenoxy)ethyl)carbamate BrC=1SC(=C(N1)C1=CC(=C(OCCNC(OC(C)(C)C)=O)C=C1)Cl)CC(C)C